methyl 5-((S)-1-((R)-4-(4-bromo-2-fluorophenyl)-2-imino-4-neopentyl-5-oxoimidazolidin-1-yl)-2-((cyclopropylcarbamoyl) oxy) ethyl)-2-chlorobenzoate BrC1=CC(=C(C=C1)[C@]1(NC(N(C1=O)[C@H](COC(NC1CC1)=O)C=1C=CC(=C(C(=O)OC)C1)Cl)=N)CC(C)(C)C)F